O[C@H]1[C@H](O[C@@]2([C@@H](CCO2)NC(CC2=CC(=CC=C2)C(F)(F)F)=O)[C@@H]([C@H]1N1N=NC(=C1)C1=CC(=C(C(=C1)F)F)F)O)CO N-((4R,5S,7R,8R,9S,10R)-8,10-dihydroxy-7-(hydroxymethyl)-9-(4-(3,4,5-trifluorophenyl)-1H-1,2,3-triazol-1-yl)-1,6-dioxaspiro[4.5]dec-4-yl)-2-(3-(trifluoromethyl)phenyl)acetamide